N,N-dimethyl-2,3-dihydro-1H-benzo[f]isoindole-6-sulfonamide CN(S(=O)(=O)C1=CC=2C(=CC=3CNCC3C2)C=C1)C